N-(6-(2,4-difluoro-6-(hydroxymethyl)phenyl)imidazo[1,2-a]pyridin-2-yl)-2-fluorocyclopropane-1-carboxamide FC1=C(C(=CC(=C1)F)CO)C=1C=CC=2N(C1)C=C(N2)NC(=O)C2C(C2)F